(1R,2S,5S)-N-[cyano-(5-methyl-4-isoquinolyl)methyl]-3-[(2S)-3,3-dimethyl-2-[(2,2,2-trifluoroacetyl)amino]butanoyl]-6,6-dimethyl-3-azabicyclo[3.1.0]hexane-2-carboxamide C(#N)C(NC(=O)[C@@H]1[C@H]2C([C@H]2CN1C([C@H](C(C)(C)C)NC(C(F)(F)F)=O)=O)(C)C)C1=CN=CC2=CC=CC(=C12)C